2-pentylmalonic acid potassium salt [K+].C(CCCC)C(C(=O)[O-])C(=O)[O-].[K+]